N,N'-diisopropylimidazolinium hydroxide [OH-].C(C)(C)[NH+]1CN(CC1)C(C)C